1,3-dioxoisoindolin-2-yl 8-oxabicyclo[3.2.1]octane-3-carboxylate C12CC(CC(CC1)O2)C(=O)ON2C(C1=CC=CC=C1C2=O)=O